methoxycarbonyl-6-aminocaproic acid COC(=O)C(C(=O)O)CCCCN